4-[6-(1-ethylpyrazol-4-yl)pyrazolo[1,5-a]pyrimidin-3-yl]-2,6-dimethoxy-benzoic acid C(C)N1N=CC(=C1)C=1C=NC=2N(C1)N=CC2C2=CC(=C(C(=O)O)C(=C2)OC)OC